2,4,6-tri(3,1-benzoxazin-4-one-2-yl)naphthalene N1=C(OC(C2=C1C=CC=C2)=O)C2=CC1=CC=C(C=C1C(=C2)C2=NC1=C(C(O2)=O)C=CC=C1)C1=NC2=C(C(O1)=O)C=CC=C2